6-(2-chloro-5-fluorophenyl)-2-((4-((2-(dimethylamino)ethyl)(methyl)amino)phenyl)amino)-5-ethynyl-8-methylpyrido[2,3-d]pyrimidin-7(8H)-one ClC1=C(C=C(C=C1)F)C1=C(C2=C(N=C(N=C2)NC2=CC=C(C=C2)N(C)CCN(C)C)N(C1=O)C)C#C